thioacridone C1=CC=C2C(=C1)C(=S)C3=CC=CC=C3N2